O1CCN(CC1)CC1=CC(=NO1)COC1=C2CN(C(C2=CC=C1)=O)C1C(NC(CC1)=O)=O 3-(4-((5-(morpholinomethyl)isoxazol-3-yl)methoxy)-1-oxoisoindolin-2-yl)piperidine-2,6-dione